(4-fluorophenyl)(methyl)aminomethylthio fluoride FC1=CC=C(C=C1)C(SF)NC